(3-(3-chloro-4-((1S,2S)-2-(5-chloropyridin-3-yl)cyclopropyl)-5',6-dimethyl-2-oxo-2H-[1,4'-bipyridin]-2'-yl)-2-fluorophenyl)-N,1-dimethylcyclopropane-1-carboxamide ClC=1C(N(C(=CC1[C@@H]1[C@H](C1)C=1C=NC=C(C1)Cl)C)C1=CC(=NC=C1C)C=1C(=C(C=CC1)C1C(C1)(C(=O)NC)C)F)=O